cis-3-hexenal propionate C(CC)(=O)O.C(C\C=C/CC)=O